methyl 4-((2-methylpentyl)oxy)benzoate CC(COC1=CC=C(C(=O)OC)C=C1)CCC